Methyl 5-({4-nitro-[1,1'-biphenyl]-3-yl}amino)-2,3-dihydro-1H-indene-1-carboxylate [N+](=O)([O-])C1=C(C=C(C=C1)C1=CC=CC=C1)NC=1C=C2CCC(C2=CC1)C(=O)OC